C(C)C1N(CCNC1)C1=C(C=CC=2OCCOC21)C 5-(2-ethylpiperazin-1-yl)-6-methyl-2,3-dihydro-1,4-benzodioxine